COC1=CC(=NC=C1C)NC1=NC(=NN2C1=C(C(=C2)C2=NN(C=C2)C)C)C=2N(C=CN2)C N-(4-Methoxy-5-methylpyridin-2-yl)-5-methyl-2-(1-methyl-1H-imidazol-2-yl)-6-(1-methyl-1H-pyrazol-3-yl)pyrrolo[2,1-f][1,2,4]triazin-4-amine